C1(CC1)C=1C(=C(C(=NC1)OC)C(=O)N1CCNCC1)O 4-(5-cyclopropyl-4-hydroxy-2-methoxypyridine-3-carbonyl)piperazin